(3E)-6,6-dimethoxy-3-hexen-1-ol COC(C/C=C/CCO)OC